CN1CC2N(C(C1)C2)C2=NC1=C(N2C(=O)NCCCC2=CC=CC=C2)C=CC=C1 (3-Methyl-3,6-diazabicyclo[3.1.1]heptan-6-yl)-N-(3-phenylpropyl)-1H-benzo[d]imidazole-1-carboxamide